NC1=CC(=C(C(=N1)C=1C(=C2C=3C(=NC=NC3C1)N([C@H](CO2)CC#N)CC=2C(=NC=CC2)N)Cl)C(F)(F)F)C (S)-2-(9-(6-amino-4-methyl-3-(trifluoromethyl)pyridin-2-yl)-4-((2-aminopyridin-3-yl)methyl)-8-chloro-5,6-dihydro-4H-[1,4]oxazepino[5,6,7-de]quinazolin-5-yl)acetonitrile